1,5-dimethyl-2-piperidone CN1C(CCC(C1)C)=O